Benzyl-N,N-dimethylanilinium C(C1=CC=CC=C1)[N+](C1=CC=CC=C1)(C)C